OC=1C(=NC=CC1OC)C(=O)N[C@H](C(=O)ON(C)C(C)(C1=CC=CC=C1)C1=CC=CC=C1)C [1,1-diphenylethyl (methyl)amino] (2S)-2-[(3-hydroxy-4-methoxy-pyridine-2-carbonyl) amino]propanoate